CN(C)[SiH](CC[SiH2]C(N(C)C)N(C)C)N(C)C 1-(bis(dimethylamino)silyl)-2-(bis(dimethylamino)methylsilyl)ethane